N-(2-chloro-4-(6-chloro-3-iodo-1H-pyrazolo[4,3-c]pyridin-1-yl)-5-methoxybenzyl)-1-(2,4-dimethoxyphenyl)methanamine ClC1=C(CNCC2=C(C=C(C=C2)OC)OC)C=C(C(=C1)N1N=C(C=2C=NC(=CC21)Cl)I)OC